(6-methyl-3-pyridinyl)carbamic acid CC1=CC=C(C=N1)NC(O)=O